C(C)S(=O)(=O)C=1C=C2C(=NC1C1=NC3=C(N1C)C=CC(=C3)S(=O)(=O)C(F)(F)F)N(C(N2C)=O)C 6-ethylsulfonyl-1,3-dimethyl-5-[1-methyl-5-(trifluoromethyl-sulfonyl)benzimidazol-2-yl]imidazo[4,5-b]pyridine-2-one